4-deoxy-α-D-mannose O[C@@H]1[C@@H](O)[C@@H](O)C[C@H](O1)CO